C1=NC(=CC2=CC=CC=C12)C=1N=C(C2=C(N1)CCC2)N(CC(=O)NC2=NN(C=C2)C)C 2-{[2-(isoquinolin-3-yl)-5H,6H,7H-cyclopenta[d]pyrimidin-4-yl](methyl)amino}-N-(1-methyl-1H-pyrazol-3-yl)acetamide